N[C@@H](C(=O)O)CN |r| Dl-2,3-Diaminopropionic Acid